palladium (II) bis(salicylate) C(C=1C(O)=CC=CC1)(=O)[O-].C(C=1C(O)=CC=CC1)(=O)[O-].[Pd+2]